C(C)(C)(C)OC(=O)N1CC2(C1)CCC(CC2)N2CC1=C(C=C(C=C1CC2)C(=O)OC)F methyl 2-(2-tert-butoxycarbonyl-2-azaspiro[3.5]nonan-7-yl)-8-fluoro-3,4-dihydro-1H-isoquinoline-6-carboxylate